2-(3-hydroxy-3-methyl-butyl)-N-methyl-6-[[6-(trifluoromethyl)pyridine-2-carbonyl]amino]imidazo[1,2-a]pyridine-7-carboxamide OC(CCC=1N=C2N(C=C(C(=C2)C(=O)NC)NC(=O)C2=NC(=CC=C2)C(F)(F)F)C1)(C)C